C(C1=CC=CC=C1)N1CCN(CCC1)C(=O)N[C@H]1CN(CC1)C#N (R)-4-benzyl-N-(1-cyanopyrrolidin-3-yl)-1,4-diazepane-1-carboxamide